6-(methanesulfonylmethyl)-2-{2-methyl-1H-pyrrolo[3,2-b]pyridin-5-yl}pyrimidin CS(=O)(=O)CC1=CC=NC(=N1)C1=CC=C2C(=N1)C=C(N2)C